tertbutyl 4-{[1-(4-chlorobenzyl)-3-hydroxy-2-oxo-1,2-dihydropyridin-4-yl]methyl}piperazine-1-carboxylate ClC1=CC=C(CN2C(C(=C(C=C2)CN2CCN(CC2)C(=O)OC(C)(C)C)O)=O)C=C1